21-Nonacosenoic acid C(CCCCCCCCCCCCCCCCCCCC=CCCCCCCC)(=O)O